(E)-3-(6-amino-pyridin-3-yl)-N-((5'-(4-(4,4-difluoro-piperidine-1-carbonyl)phenyl)-[2,7'-bibenzo-furan]-2'-yl)methyl)acrylamide NC1=CC=C(C=N1)/C=C/C(=O)NCC=1OC2=C(C1)C=C(C=C2C=2OC1=C(C2)C=CC=C1)C1=CC=C(C=C1)C(=O)N1CCC(CC1)(F)F